C(C)(C)(C)OC(CN1CCC(CC1)CNC(C1=C(C=C(C=C1)NC=1C=2N(C=CN1)C(=CN2)I)CC)=O)=O.C(=C)C2=C(C=C(C=C2)OC(C)C2=CC=CC=C2)[N+](=O)[O-] 1-vinyl-2-nitro-4-(1-phenylethoxy)benzene tert-butyl-2-[4-[[[2-ethyl-4-[(3-iodoimidazo[1,2-a]pyrazin-8-yl)amino]benzoyl]amino]methyl]-1-piperidyl]acetate